C(C)(C)(C)OC(=O)N1[C@@]2([C@@H](C(C[C@]1(CC2)C)=O)F)C |r| rac-(1S,2S,5R)-2-fluoro-1,5-dimethyl-3-oxo-8-azabicyclo[3.2.1]octane-8-carboxylic acid tert-butyl ester